3-CHLORO-2-FLUOROPYRIDINE-4-CARBOXALDEHYDE ClC=1C(=NC=CC1C=O)F